2-(4-(aminomethyl)phenyl)-2-methylpropanenitrile NCC1=CC=C(C=C1)C(C#N)(C)C